OCC=1N=C(SC1)C1=CC=CC(=N1)CC(C(=O)OCC)(C)C ethyl 3-(6-(4-(hydroxymethyl) thiazol-2-yl) pyridin-2-yl)-2,2-dimethylpropionate